CC1=C(C(C(=C(N1)COCCN)C(=O)OCC)C1=C(C=CC=C1)Cl)C(=O)OC ethyl methyl 6-methyl-2-(2-aminoethoxy)methyl-4-(2-chlorophenyl)-1,4-dihydro-3,5-pyridinedicarboxylate